BrC1=CC=C(C=C1)N1C(C(=CC2=C1N=C(N=C2)SC)C2=CN(C(C=C2)=O)C)=O 8-(4-bromophenyl)-6-(1-methyl-6-oxo-1,6-dihydropyridin-3-yl)-2-(methylthio)pyrido[2,3-d]pyrimidin-7(8H)-one